F[C@H]1C[C@H](N2N=C(N=C21)S(=O)(=O)CC(=O)[O-])C2=CC=CC=C2 2-[[(5S,7S)-7-fluoro-5-phenyl-6,7-dihydro-5H-pyrrolo[1,2-b][1,2,4]triazol-2-yl]sulfonyl]acetate